N1=C(NC2=C1C=CC=C2)[N+]2=CC=CC=C2 benzimidazolyl-pyridinium